2'-methoxy-ethyl-methylcytidine 3'-phosphate P(=O)(O)(O)O[C@]1([C@]([C@@](O[C@@H]1CO)(N1C(=O)N=C(N)C=C1)C)(O)OC)CC